FC1=CC=C(C=C1)C1CN(CC1)C(=O)C1=C(OC=2N=CN=C(C21)NC2(CC2)C)C 5-[3-(4-fluorophenyl)pyrrolidine-1-carbonyl]-6-methyl-N-(1-methylcyclopropyl)furo[2,3-d]pyrimidin-4-amine